4-chloro-2-(dibenzo[b,d]thiophen-4-yl)-6-phenylpyrimidine ClC1=NC(=NC(=C1)C1=CC=CC=C1)C1=CC=CC2=C1SC1=C2C=CC=C1